C(C)N1CCC2=CC(=CC=C12)O 1-ethyl-2,3-dihydro-1H-indol-5-ol